FC(C=1OC(=NN1)C1=CC(=C(C=C1)CN1N=NC(=C1)C1=CC2=C(CNCC2)S1)F)F 2-(difluoromethyl)-5-(3-fluoro-4-((4-(4,5,6,7-tetrahydrothieno[2,3-c]pyridin-2-yl)-1H-1,2,3-triazol-1-yl)methyl)phenyl)-1,3,4-oxadiazole